(Z)-4-(2-oxo-5-((triisopropylsilyl)methylene)-2,5-dihydrofuran-3-yl)butyl benzoate C(C1=CC=CC=C1)(=O)OCCCCC=1C(O\C(\C1)=C/[Si](C(C)C)(C(C)C)C(C)C)=O